ClC1=CC=C(C=C1)C(C)N1C=NC=2C1=NC(=CC2CCS(=O)(=O)N)C=2C1=C(C(N(C2)C)=O)NC=C1 (3-(1-(4-chlorophenyl)ethyl)-5-(6-methyl-7-oxo-6,7-dihydro-1H-pyrrolo[2,3-c]pyridin-4-yl)-3H-imidazo[4,5-b]pyridin-7-yl)ethylsulfonamide